C(CCCCCCCCCCCCCCC(C)C)(=O)OCCCCCCCCCCCC dodecyl isostearate